NCCC[Si](OC)(OC)C γ-Aminopropylmethyldimethoxysilan